C(C)OC(C(C(C1=CC=C(C=C1)SC)O)NCC1=CC=CC=C1)=O cis-2-[(benzyl)amino]-3-hydroxy-3-[4-(methylthio)phenyl]propanoic acid ethyl ester